C1(CC2C(CC1)O2)CC(C(=O)O)=C.C(C=C)(=O)OCC2CC1C(CC2)O1 3,4-epoxycyclohexylmethyl acrylate (3,4-epoxycyclohexylmethyl acrylate)